IC1=NN(C=C1C(=O)O)COCC[Si](C)(C)C 3-iodo-1-((2-(trimethylsilyl)ethoxy)methyl)-1H-pyrazole-4-carboxylic acid